(3S)-N-[4-(3-Cyanophenyl)-5-(2,6-dimethyl-4-pyridyl)thiazol-2-yl]-3-(trifluoromethyl)piperazin-1-carboxamid C(#N)C=1C=C(C=CC1)C=1N=C(SC1C1=CC(=NC(=C1)C)C)NC(=O)N1C[C@H](NCC1)C(F)(F)F